C(C1=CC=CC=C1)(=O)O[C@@H]1[C@H](O[C@H]([C@H]1F)N1C2=NC(=NC(=C2N=C1)NC(C1=CC=CC=C1)=O)F)COC(C1=CC=CC=C1)=O (2R,3R,4S,5R)-5-(6-Benzamido-2-fluoro-9H-purin-9-yl)-2-((benzoyloxy)methyl)-4-fluorotetrahydrofuran-3-yl benzoate